N-(tert-butyl)-2-(3,5-dibromo-4-methoxyphenyl)acetamide C(C)(C)(C)NC(CC1=CC(=C(C(=C1)Br)OC)Br)=O